C1(CCCCC1)[Sn](C1CCCCC1)(C1CCCCC1)O TRICYCLOHEXYLTIN HYDROXIDE